2-bromo-1-(3-methylpyridin-2-yl)-2-phenylethan-1-one hydrobromide salt Br.BrC(C(=O)C1=NC=CC=C1C)C1=CC=CC=C1